4,4-difluoro-2-Methylpiperidine FC1(CC(NCC1)C)F